FC=1C=C(CC2(CCN(CC2)C(=O)NC2=NN(C(C=C2)=O)C)F)C=CC1F 4-(3,4-difluorobenzyl)-4-fluoro-N-(1-methyl-6-oxo-1,6-dihydropyridazin-3-yl)piperidine-1-carboxamide